4-(3-azidoazetidin-1-yl)-2-(2,6-dioxopiperidin-3-yl)-2,3-dihydro-1H-isoindole-1,3-dione N(=[N+]=[N-])C1CN(C1)C1=C2C(N(C(C2=CC=C1)=O)C1C(NC(CC1)=O)=O)=O